CC=1N(C(=CC1)C)C1=NN(C=C1)C 3-(2,5-dimethyl-1H-pyrrol-1-yl)-1-methyl-1H-pyrazole